[NH4+].C(C(O)C)(=O)[O-].[Ti] Titanium lactate ammonium salt